C(C)(C)(C)C1=CC=C(C=C1)S(=O)(=O)NC1=C(C=C(C(=C1)Cl)Cl)N N-4-tert-butylbenzenesulfonyl-4,5-dichloro-o-phenylenediamine